CC=1C(C(CCC1)(C)C)C(\C=C\C)=O (E)-1-(2,6,6-trimethyl-cyclohex-2-en-1-yl)but-2-en-1-one